FC(C(=O)CC(C)=O)(F)F.[Pr+3] praseodymium (III) trifluoroacetylacetone